4-(benzyloxy)-5-chloro-2-methylpyridine C(C1=CC=CC=C1)OC1=CC(=NC=C1Cl)C